selenium disulfid [Se](=S)=S